stearyl-dimethylbenzylammonium chloride [Cl-].C(CCCCCCCCCCCCCCCCC)[N+](CC1=CC=CC=C1)(C)C